CC(CCCN)CN 2-methylpentanediamine